ClC1=NC=C(C(=N1)C=1C=C2C=CC(=NC2=CC1)C(C)C)F 6-(2-chloro-5-fluoropyrimidin-4-yl)-isopropylquinoline